5-Amino-1-butyl-1H-indole-2-carboxylic acid ethyl ester C(C)OC(=O)C=1N(C2=CC=C(C=C2C1)N)CCCC